NC1=C2N=CN(C2=NC(=N1)F)[C@H]1C[C@@H]([C@@](O1)(C#C)COP(=O)(O[C@H](C(=O)OCCCCCCCCC)C)N[C@@H](CC1=CC=CC=C1)C(=O)OCCCCCCCCC)O Nonyl ((((2R,3S,5R)-5-(6-amino-2-fluoro-9H-purin-9-yl)-2-ethynyl-3-hydroxytetrahydrofuran-2-yl)methoxy)(((S)-1-(nonyloxy)-1-oxopropan-2-yl)oxy)phosphoryl)-L-phenylalaninate